(3R,S)-3-({2-[4-(S-methylsulfonimidoyl)phenyl][1,2,4]triazolo[1,5-c]quinazolin-5-yl}amino)azepin-2-one C[S@@](=O)(=N)C1=CC=C(C=C1)C1=NN2C(=NC=3C=CC=CC3C2=N1)NC=1C(N=CC=CC1)=O